5-[4-[(3S)-1-(3-fluoropropyl)pyrrolidin-3-yl]oxyphenyl]-6-(3-methylisoxazol-4-yl)-8,9-dihydro-7H-benzo[7]annulen-2-ol FCCCN1C[C@H](CC1)OC1=CC=C(C=C1)C1=C(CCCC2=C1C=CC(=C2)O)C=2C(=NOC2)C